(S)-5,6-dimethyl-3-((3-(2-(2-(N-methylbut-2-ynamido)propanamido)ethyl)phenyl)amino)pyrazine-2-carboxamide CC=1N=C(C(=NC1C)C(=O)N)NC1=CC(=CC=C1)CCNC([C@H](C)N(C(C#CC)=O)C)=O